methyl trans-4-(pyrrolo[3,2-b]pyridin-1-ylmethyl)cyclohexanecarboxylate N1(C=CC2=NC=CC=C21)C[C@@H]2CC[C@H](CC2)C(=O)OC